4-p-tolylquinoxalin-2(1H)-one C1(=CC=C(C=C1)N1CC(NC2=CC=CC=C12)=O)C